(S)-N-(4-(4'-acetyl-[1,1'-biphenyl]-3-yl)thiazol-2-yl)-1-(5-methyl-1-(methylsulfonyl)-1H-pyrrole-3-carbonyl)azetidine-2-carboxamide C(C)(=O)C1=CC=C(C=C1)C1=CC(=CC=C1)C=1N=C(SC1)NC(=O)[C@H]1N(CC1)C(=O)C1=CN(C(=C1)C)S(=O)(=O)C